(3-chloro-2-fluoropyridin-4-yl)-3-((cyclopropylmethyl)amino)-4H-benzo[e][1,2,4]thiadiazine 1,1-dioxide ClC=1C(=NC=CC1N1C(=NS(C2=C1C=CC=C2)(=O)=O)NCC2CC2)F